N-[(4-bromophenyl)methylene]-4-methylaniline BrC1=CC=C(C=C1)C=NC1=CC=C(C=C1)C